(tetrahydro-1H-furan-1-ium-1-yl)trihydroborate [B-][O+]1CCCC1